N-(5-(4-(4-acryloyl-piperazin-1-yl)quinazolin-6-yl)-2-methoxypyridin-3-yl)-2,4,6-trifluoro-benzene-sulfonamide C(C=C)(=O)N1CCN(CC1)C1=NC=NC2=CC=C(C=C12)C=1C=C(C(=NC1)OC)NS(=O)(=O)C1=C(C=C(C=C1F)F)F